7H-cyclopenta[b]pyrazine N1=C2C(=NC=C1)C=CC2